2-((3'-((4-chloro-6-(1H-1,2,3-triazol-1-yl)pyridin-3-yl)methoxy)-2,4',5-trifluoro-[1,1'-biphenyl]-4-yl)methyl)-1-(2-methoxyethyl)-1H-benzo[d]imidazole-6-carboxylic acid ClC1=C(C=NC(=C1)N1N=NC=C1)COC=1C=C(C=CC1F)C1=C(C=C(C(=C1)F)CC1=NC2=C(N1CCOC)C=C(C=C2)C(=O)O)F